ClC1=C(OC=2C=CC(NC2)=C=O)C(=CC(=C1)[N+](=O)[O-])Cl 5-(2,6-dichloro-4-nitrophenoxy)-2-carbonylpyridine